N12C=CCCCC2NCCC1 1,8-diaza-Bicyclo[5.4.0]undecene